((4aR,6R,7R,8R,8aR)-8-(4-(4-Chloro-2,3-difluorophenyl)-1H-1,2,3-triazol-1-yl)-7-methoxy-2,2-dimethylhexahydropyrano[3,2-d][1,3]dioxin-6-yl)methyl trifluoromethanesulfonate FC(S(=O)(=O)OC[C@@H]1[C@@H]([C@H]([C@H]2OC(OC[C@H]2O1)(C)C)N1N=NC(=C1)C1=C(C(=C(C=C1)Cl)F)F)OC)(F)F